dimethylcyclohexyl-(dimethylcyclohexyl)methane CC(C1CCC(CC1)(C)C)(C1CCCCC1)C